3-([1,1'-Biphenyl]-4-ylmethylene)oxetane C1(=CC=C(C=C1)C=C1COC1)C1=CC=CC=C1